N-cyclohexyl-1-hydroxy-N,6,6,9-tetramethyl-3-pentyl-6a,7,8,10a-tetrahydro-6H-benzo[c]chromene-2-carboxamide C1(CCCCC1)N(C(=O)C=1C(=C2C3C(C(OC2=CC1CCCCC)(C)C)CCC(=C3)C)O)C